BrC=1C=C(C=C(C1)Br)C#CC=1C=NN(C1)C1OCCCC1 4-((3,5-dibromophenyl)ethynyl)-1-(tetrahydro-2H-pyran-2-yl)-1H-pyrazole